Cl.NC=1C(=NC(=CN1)C=1C=NN(C1)C1CCNCC1)C(=O)O[C@@H](C(NC=1C=NC=CC1)=O)C1=CC=CC=C1 (R)-2-oxo-1-phenyl-2-(pyridin-3-ylamino)ethyl 3-amino-6-(1-(piperidin-4-yl)-1H-pyrazol-4-yl)pyrazine-2-carboxylate hydrochloride